C1(CCCCC1)C(CC)(CC(CCC)C)O 3-Cyclohexyl-5-methyl-octan-3-ol